C1(CC1)[C@H](CNC(=O)C=1NC(C=CN1)=O)CC1=C(C=C(C=C1F)F)F (R)-N-(2-cyclopropyl-3-(2,4,6-trifluorophenyl)propyl)-6-oxo-1,6-dihydropyrimidine-2-carboxamide